CN(C=1SC(=C(N1)C(=O)OCC)C1CCNCC1)C=1N=NC(=C(C1)C)\N=C\1/SC2=C(N1COCC[Si](C)(C)C)C=CC=C2 ethyl 2-[methyl(5-methyl-6-{[(2Z)-3-{[2-(trimethylsilyl)ethoxy]methyl}-2,3-dihydro-1,3-benzothiazol-2-ylidene]amino}pyridazin-3-yl)amino]-5-(piperidin-4-yl)-1,3-thiazole-4-carboxylate